NC1=C(C(=NC=N1)NC1OC(C(C1O)O)CO)[N+](=O)[O-] 2-(6-amino-5-nitro-pyrimidin-4-ylamino)-5-hydroxymethyl-tetrahydro-furan-3,4-diol